C(#N)C1=CC(=CC2=C1SC(=C2)B(O)O)C2COC2 (7-Cyano-5-(oxetan-3-yl)benzo[b]thiophen-2-yl)boronic acid